ClC1=C(C=C(CN2N=C(C3=NC(=CC=C32)C(=O)OC)CC(C)C)C=C1)F methyl 1-(4-chloro-3-fluorobenzyl)-3-isobutyl-1H-pyrazolo[4,3-b]pyridine-5-carboxylate